6-chloro-2-(4-(methylamino)butyl)-3-neopentylquinazolin-4(3H)-one bis-hydrochloride salt Cl.Cl.ClC=1C=C2C(N(C(=NC2=CC1)CCCCNC)CC(C)(C)C)=O